3-hexadecyl-3,5,6,7,8,9-hexahydro-11H-azepino[1,2-a]purin-11-one C(CCCCCCCCCCCCCCC)N1C=2N=C3N(C(C2N=C1)=O)CCCCC3